[5-[4-(1H-pyrrolo[2,3-b]pyridin-4-yl)-1H-pyrazol-1-yl]-2-(trifluoromethyl)phenyl]acetonitrile N1C=CC=2C1=NC=CC2C=2C=NN(C2)C=2C=CC(=C(C2)CC#N)C(F)(F)F